BrCC=1SC(=CN1)C(F)(F)F 2-(bromomethyl)-5-(trifluoromethyl)thiazole